toluene-bis(dodecyl carbamate) C(CCCCCCCCCCC)NC(O)=O.C(CCCCCCCCCCC)NC(O)=O.CC1=CC=CC=C1